N-[5-[5-[(1R,2S)-2-fluorocyclopropyl]-1,2,4-oxadiazol-3-yl]-2-methyl-phenyl]-7-[(2-hydroxy-2-methyl-propoxy)methyl]imidazo[1,2-a]pyridine-3-carboxamide F[C@@H]1[C@H](C1)C1=NC(=NO1)C=1C=CC(=C(C1)NC(=O)C1=CN=C2N1C=CC(=C2)COCC(C)(C)O)C